The molecule is a flavonoid oxoanion obtained by deprotonation of the 5-hydroxy group of prunetin. It is the major microspecies at pH 7.3 It is a conjugate base of a prunetin. COC1=CC(=C2C(=C1)OC=C(C2=O)C3=CC=C(C=C3)O)[O-]